CN(CCC1(C(C=C(C=C1)NC=1N=C(C2=C(N1)NC=C2)C2=CN(C1=CC=C(C=C21)F)C)NCC)NC)C 1-(2-(dimethylamino)ethyl)-N2-ethyl-N4-(4-(5-fluoro-1-methyl-1H-indol-3-yl)-7H-pyrrolo[2,3-d]pyrimidin-2-yl)-N1-methylbenzene-1,2,4-triamine